(2-(2-fluoro-4,5-dimethylphenylamino)-5-methylpyrimidin-4-ylamino)benzo[d]oxazol-2(3H)-one FC1=C(C=C(C(=C1)C)C)NC1=NC=C(C(=N1)NN1C(OC2=C1C=CC=C2)=O)C